[N].OC(=O)O hydroxyketone nitrogen